FC1=C(C=CC=C1)C1=CC=2OCC3N(C2N=C1)CCN(C3)C(CCOCC3NCC3)=O 2-((3-(3-(2-fluorophenyl)-6a,7,9,10-tetrahydropyrazino[1,2-d]pyrido[3,2-b][1,4]oxazin-8(6H)-yl)-3-oxopropoxy)methyl)azetidin